(R)-1-((2-(7-cyano-2-methoxyquinoxalin-5-yl)-5-fluorobenzo[d]thiazol-6-yl)oxy)propan-2-yl (6-cyanopyridin-3-yl)carbamate C(#N)C1=CC=C(C=N1)NC(O[C@@H](COC1=CC2=C(N=C(S2)C2=C3N=CC(=NC3=CC(=C2)C#N)OC)C=C1F)C)=O